4-methyl-2-(3-(3-(5-methyl-1,2,4-oxadiazol-3-yl)benzoylamino)propionylamino)thiazole-5-carboxylic acid cyclohexyl ester C1(CCCCC1)OC(=O)C1=C(N=C(S1)NC(CCNC(C1=CC(=CC=C1)C1=NOC(=N1)C)=O)=O)C